CC(C(=O)OCC1CNC1)(C)C azetidin-3-ylmethyl 2,2-dimethylpropanoate